lead-zinc copper [Cu].[Zn].[Pb]